ClC1=CC=C(C=C1)C=1N=CN(C1C1=CC=NC=C1)CC(=O)N1[C@H]2CN([C@@H](C1)CC2)C(=O)OC(C)(C)C tert-butyl (1R,4R)-5-{2-[4-(4-chlorophenyl)-5-(pyridin-4-yl)-1H-imidazol-1-yl] acetyl}-2,5-diazabicyclo[2.2.2]octane-2-carboxylate